trans-1-(4-tert-butylphenyl)-1,3-butadiene C(C)(C)(C)C1=CC=C(C=C1)\C=C\C=C